1,2-bis(trifluoromethyl)disulfane ethyl-3-ethylundecanoate C(C)OC(CC(CCCCCCCC)CC)=O.FC(SSC(F)(F)F)(F)F